C1(CCCC1)C1=NC(=NN1C=1C(=NC=CC1)C(F)(F)F)C(=O)OCC Ethyl 5-cyclopentyl-1-(2-(trifluoromethyl)pyridin-3-yl)-1H-1,2,4-triazole-3-carboxylate